ClC1=NSC(=N1)C(=O)NN 3-chloro-1,2,4-thiadiazole-5-carboxylic acid hydrazide